F[P-](F)(F)(F)(F)F.[Co+3].C1=CC=CC1.C1=CC=CC1.F[P-](F)(F)(F)(F)F.F[P-](F)(F)(F)(F)F bis(cyclopentadiene) cobalt (III) hexafluorophosphate